2-(3-bromophenyl)-4-(methoxymethyl)-7-(trifluoromethyl)quinazoline BrC=1C=C(C=CC1)C1=NC2=CC(=CC=C2C(=N1)COC)C(F)(F)F